SCCCCSCC(CSCCCCS)SCCCCS 1,2,3-tris(4'-mercaptobutylthio)propane